(((2,4,6-triethylbenzene-1,3,5-triyl)tris(methylene))tris(sulfanediyl))tris(nonane-9,1-diyl) tris(sulfate) S(=O)(=O)(OCCCCCCCCCSCC1=C(C(=C(C(=C1CC)CSCCCCCCCCCOS(=O)(=O)[O-])CC)CSCCCCCCCCCOS(=O)(=O)[O-])CC)[O-]